(S)-N-(1'-methyl-6-morpholino-3H-spiro[benzofuran-2,3'-pyrrolidin]-5-yl)pyrazolo[1,5-a]pyrimidine-3-carboxamide CN1C[C@]2(CC1)OC1=C(C2)C=C(C(=C1)N1CCOCC1)NC(=O)C=1C=NN2C1N=CC=C2